((1s,3s)-3-Hydroxy-3-methylcyclobutyl)(6-((6-isopropoxy-5-(trifluoromethyl)pyridin-2-yl)methyl)-2-azaspiro[3.3]heptan-2-yl)methanon OC1(CC(C1)C(=O)N1CC2(C1)CC(C2)CC2=NC(=C(C=C2)C(F)(F)F)OC(C)C)C